C1(CC1)C1=NC=NC(=C1C=1N=CC2=C(NC3=CC(=CC=C23)C#N)N1)OC 2-(4-cyclopropyl-6-methoxypyrimidin-5-yl)-9H-pyrimido[4,5-b]indol-7-nitrile